C1C(C(C(C(O1)CO)O)O)O 1,5-ANHYDROHEXITOL